methyl 5-[3-[4-[3-[tert-butoxycarbonyl(methyl)amino]prop-1-ynyl]-2-fluoro-phenoxy]propyl]-2-[3-(dimethylamino)propylamino]thiazole-4-carboxylate C(C)(C)(C)OC(=O)N(CC#CC1=CC(=C(OCCCC2=C(N=C(S2)NCCCN(C)C)C(=O)OC)C=C1)F)C